O=C1NC(CCC1NC(=O)C1=C(C=C(C=C1)N1CCN(CC1)CC1CCC(CC1)N1N=C2C=C(C(=CC2=C1)C(=O)NC1=CN=C2N1N=CC=C2)OC)F)=O 2-((1r,4r)-4-((4-(4-((2,6-dioxopiperidin-3-yl)carbamoyl)-3-fluorophenyl)piperazin-1-yl)methyl)cyclohexyl)-N-(imidazo[1,2-b]pyridazin-3-yl)-6-methoxy-2H-indazole-5-carboxamide